N1=CC(=CC=C1)CN1C=NC2=C1C=CC=C2 1-(pyridin-3-ylmethyl)benzimidazole